5-((3,3-difluoro-1-methylpiperidin-4-yl)oxy)-6-methoxyquinazolin-4(3H)-one FC1(CN(CCC1OC1=C2C(NC=NC2=CC=C1OC)=O)C)F